FC=1C(=NC(=NC1)NC1=CC(=C(C=C1)N1CCNCC1)F)C=1C=C2C(=NC1)C=NN2C(C)C 5-fluoro-N-(3-fluoro-4-(piperazin-1-yl)phenyl)-4-(1-isopropyl-1H-pyrazolo[4,3-b]pyridin-6-yl)pyrimidin-2-amine